FC(OC1=NC=CC=C1B1OC(C(O1)(C)C)(C)C)F 2-(difluoromethoxy)-3-(4,4,5,5-tetramethyl-1,3,2-dioxaborolan-2-yl)pyridine